C(N)(=O)C1N(CC1)C1=CC2=C(C=C(O2)C(=O)O)C(=C1)F 6-(2-carbamoylazetidin-1-yl)-4-fluoro-1-benzofuran-2-carboxylic acid